CC1(N(C(C2=C1SC(=C2)B(OC)OC)=O)CCN2CCOCC2)C Dimethyl {6,6-dimethyl-5-[2-(morpholin-4-yl)ethyl]-4-oxo-5,6-dihydro-4h-thieno[2,3-c]pyrrol-2-yl}boronate